2-(4-(3-isopropyl-2-(2-methyl-1-oxo-2,5,6,7-tetrahydro-1H-cyclopenta[c]pyridin-4-yl)-1H-indol-5-yl)piperidin-1-yl)acetic acid C(C)(C)C1=C(NC2=CC=C(C=C12)C1CCN(CC1)CC(=O)O)C=1C2=C(C(N(C1)C)=O)CCC2